CN(C=O)C1=C(C=CC=C1)NC N-methyl-N-(2-(methylamino)phenyl)carboxamide